O(C1=CC=CC=C1)C=1SC2=C(N1)C=CC=C2 phenoxy-benzo-thiazole